NC=1C2=C(N=CN1)N(C(=C2C2=CC=C(C=C2)C(=O)N2CC(CC2)(F)F)C2CN(CC2)C(C=C)=O)C 1-(3-(4-amino-5-(4-(3,3-difluoropyrrolidine-1-carbonyl)phenyl)-7-methyl-7H-pyrrolo[2,3-d]pyrimidin-6-yl)pyrrolidin-1-yl)prop-2-en-1-one